C(C)(C)(C)OC(CCCCCCCN1C(=CC=2C1=NC(=CC2)/C=N/S(=O)C(C)(C)C)C2=NC1=C(N2C)C(=CC(=C1)C(=O)OC)OC)=O methyl 2-[1-(8-tert-butoxy-8-oxo-octyl)-6-[(E)-tert-butylsulfinyliminomethyl]pyrrolo[2,3-b]pyridin-2-yl]-7-methoxy-1-methyl-benzimidazole-5-carboxylate